1-[2-cyano-4-(trifluoromethyl)phenyl]-4-[6-(5-cyclopropyl-1,3-oxazol-4-yl)pyridin-3-yl]-N-[(3S)-1-methylpyrrolidin-3-yl]piperidine-4-carboxamide C(#N)C1=C(C=CC(=C1)C(F)(F)F)N1CCC(CC1)(C(=O)N[C@@H]1CN(CC1)C)C=1C=NC(=CC1)C=1N=COC1C1CC1